4-(8-(1-(but-2-ynyl)pyrrolidin-2-yl)quinazolin-6-yl)-N-(4-fluoropyridin-2-yl)benzamide C(C#CC)N1C(CCC1)C=1C=C(C=C2C=NC=NC12)C1=CC=C(C(=O)NC2=NC=CC(=C2)F)C=C1